(1-(1-methyl-1H-pyrazol-4-yl)-1H-indazol-6-yl)-2-(prop-1-en-2-yl)benzamide CN1N=CC(=C1)N1N=CC2=CC=C(C=C12)C=1C(=C(C(=O)N)C=CC1)C(=C)C